BrCCCCCCCC(=O)ON(CCCCCCCC)CCCCCCCC O-(8-bromooctanoyl)-N,N-dioctylhydroxylamine